ClC=1C(=NC=C(C1F)C1=C(C=C(C=C1)N1C[C@@H](OCC1)C(C)C)F)N (S)-3-chloro-4-fluoro-5-(2-fluoro-4-(2-isopropylmorpholino)phenyl)pyridin-2-amine